ClC1=CC=C(C(=N1)C(=O)O)N[C@H](C)C=1C=C(C=C2C(N(C(=NC12)N1CC(CCC1)(F)F)C)=O)C (R)-6-chloro-3-((1-(2-(3,3-difluoropiperidin-1-yl)-3,6-dimethyl-4-oxo-3,4-dihydroquinazolin-8-yl)ethyl)amino)picolinic acid